[NH2+]1[C@@H](CCCC1)C(=O)OC(C)(C)C 2-methylpropan-2-yl (2S)-piperidinium-2-carboxylate